C(C1=CC=CC=C1)OC(=O)NCCCCCCNC(=O)C1=C[C@H]([C@H]([C@@H](C1)OCCC(=O)O)OCCC(=O)O)OCCC(=O)O 3,3',3''-(((1R,2S,3R)-5-((6-(((benzyloxy)carbonyl)amino)hexyl)carbamoyl)cyclohex-4-ene-1,2,3-triyl)tris(oxy))tripropionic acid